C(C=C)(=O)N1CC(C(C1)N1N=C(C2=NC=CC=C21)C2=CC=C(C=C2)C(F)(F)F)C#N 1-acryloyl-4-(3-(4-(trifluoro-methyl)phenyl)-1H-pyrazolo[4,3-b]pyridin-1-yl)pyrrolidine-3-carbonitrile